FC(C(=O)O)(F)F.FC(C(=O)O)(F)F.FC(C(=O)O)(F)F.C(C)O ethan-1-ol tris-trifluoroacetate